(3S)-1-(4-{7-Cyclopropyl-5-[(1R)-1-methyl-1,2,3,4-tetrahydroisoquinoline-2-carbonyl]pyrazolo[1,5-c]pyrimidin-2-yl}-3-fluorophenyl)pyrrolidine-3-carboxamide C1(CC1)C1=NC(=CC=2N1N=C(C2)C2=C(C=C(C=C2)N2C[C@H](CC2)C(=O)N)F)C(=O)N2[C@@H](C1=CC=CC=C1CC2)C